2-amino-6-propionylamino-4,5,6,7-tetrahydrobenzothiazole NC=1SC2=C(N1)CCC(C2)NC(CC)=O